C1(CC1)[C@@H](C(=O)O)N1C(C2=CC=CC=C2C1)=O (S)-2-cyclopropyl-2-(1-oxoisoindolin-2-yl)acetic acid